C(C#C)O[C@H]1[C@@H](O[C@@H]([C@H]1O)CO)N1C(=O)N=C(N)C=C1 2'-O-propargylcytidine